C(#N)C(C(=O)Cl)=CC1=CC=C(C=C1)C(F)(F)F 2-cyano-3-(4-(trifluoromethyl)phenyl)acryloyl chloride